3-(1-oxo-6-(4-oxopiperidin-1-yl)isoindolin-2-yl)piperidine-2,6-dione O=C1N(CC2=CC=C(C=C12)N1CCC(CC1)=O)C1C(NC(CC1)=O)=O